S1CCC(=CC1)B1OC(C(O1)(C)C)(C)C 2-(3,6-dihydro-2H-thiopyran-4-yl)-4,4,5,5-tetramethyl-1,3,2-dioxaborolane